SS(=O)(=O)[O-].[Au+3].SS(=O)(=O)[O-].SS(=O)(=O)[O-] gold mercaptosulfonate